1-(4-benzylpiperazin-1-yl)cyclopropanecarbonitrile C(C1=CC=CC=C1)N1CCN(CC1)C1(CC1)C#N